[C@@H](C)(CC)OC1=CC=C(C=C1)B1OC(C(O1)(C)C)(C)C 2-(4-((R)-sec-butoxy)phenyl)-4,4,5,5-tetramethyl-1,3,2-dioxaborolan